FC1=C(C=CC(=C1)F)NC(=O)C=1C(=NC=CC1)OC1=CC(=CC=C1)C(F)(F)F N-(2,4-difluorophenyl)-2-[3-(trifluoromethyl)phenoxy]-3-pyridinecarboxamide